boradiazine B1=NN=CC=C1